[Fe].C(CCC)N(C(S)=S)CCCC N,N-dibutyl-dithiocarbamic acid iron